ClC[C@](CCCC)(C)NC(C1=NC=C(C=C1F)F)=O (R)-N-(1-chloro-2-methylhexan-2-yl)-3,5-difluoropicolinamide